amino-2-keto-butyric acid NC(C(C(=O)O)=O)C